tert-Butyl 3-(3-cyano-4-(trifluoromethoxy)phenyl)azetidine-1-carboxylate C(#N)C=1C=C(C=CC1OC(F)(F)F)C1CN(C1)C(=O)OC(C)(C)C